COC(C1=C(C(=C(C(=C1)\C=C/F)Br)F)N)=O (Z)-2-amino-4-bromo-3-fluoro-5-(2-fluorovinyl)benzoic acid methyl ester